O=C1CC(C2=CC=CC(=C2C1)OC)=NN 3-oxo-9-(5-methoxy-1-tetralone) hydrazone